FC=1C=C(C=C(C1OC)F)NC(NC=1N=CSC1C(=O)OCC)=S Ethyl 4-(3-(3,5-difluoro-4-methoxyphenyl)thioureido)thiazole-5-carboxylate